N-(3-chloro-5-(methylsulfonamido)phenyl)-5-(3-((3,5-dimethylisoxazol-4-yl)methoxy)-5-fluoropyridin-2-yl)-1-methyl-1H-pyrrole-3-carboxamide ClC=1C=C(C=C(C1)NS(=O)(=O)C)NC(=O)C1=CN(C(=C1)C1=NC=C(C=C1OCC=1C(=NOC1C)C)F)C